BrC(C(=O)O)C1=CC=C(C=C1)F 2-bromo-2-(4-fluorophenyl)acetic acid